2-bromo-4-(3,4-dichlorophenyl)-5-(1H-tetrazol-5-yl)thiazole BrC=1SC(=C(N1)C1=CC(=C(C=C1)Cl)Cl)C1=NN=NN1